7-Hydroxy-7-(4-((1-methylpiperidine-4-carbonyl)oxy)butyl)tridecane-1,13-diylditetradecanoate OC(CCCCCCCCCCCCCCCCCCCC(=O)[O-])(CCCCCCCCCCCCCCCCCCCC(=O)[O-])CCCCOC(=O)C1CCN(CC1)C